C(C)(C)(C)OC(=O)N1CCC(CC1)(C(=O)O)C 1-(tert-butoxycarbonyl)-4-methylpiperidin-4-carboxylic acid